[Na+].C(C1=C(C2=CC=CC=C2C=C1)S(=O)(=O)[O-])C1=C(C2=CC=CC=C2C=C1)S(=O)(=O)[O-].[Na+] methylenebisnaphthalenesulfonic acid sodium salt